ClC=1C=C(C=C(C1)Cl)C1=NOC(C1)(C(=O)OC)C methyl 3-(3,5-dichlorophenyl)-5-methyl-4H-isoxazole-5-carboxylate